C(C1=CC=CC=C1)N1N=CC(=C1)C1CN(CCC1O)C(=O)OCC1=CC=CC=C1 benzyl 3-(1-benzylpyrazol-4-yl)-4-hydroxy-piperidine-1-carboxylate